N-(6-chloropyrimidine-4-yl)cyclopropanecarboxamide ClC1=CC(=NC=N1)NC(=O)C1CC1